2-chloro-1-(3,4-difluorophenyl)ethanone heptadecan-9-yl-8-((3-((((R)-1,4-dioxan-2-yl)methyl)sulfonamido)propyl)(8-oxo-8-(undecan-3-yloxy)octyl)amino)octanoate CCCCCCCCC(CCCCCCCC)OC(CCCCCCCN(CCCCCCCC(OC(CC)CCCCCCCC)=O)CCCNS(=O)(=O)C[C@@H]1OCCOC1)=O.ClCC(=O)C1=CC(=C(C=C1)F)F